3-(1-(5-Chloro-4-fluoro-2-(methylthio)-8,9-dihydro-10H-7-oxa-1,3,6,10-tetraazacyclohepta[de]naphthalen-10-yl)ethyl)pyridin-2-amine ClC1=C(C=2N=C(N=C3C2C(=N1)OCCN3C(C)C=3C(=NC=CC3)N)SC)F